[(7S,9aR)-7-(4-chlorophenyl)-7-hydroxy-3,4,6,8,9,9a-hexahydro-1H-pyrido[1,2-a]pyrazin-2-yl]-[4-chloro-5-(1H-pyrazol-3-yl)pyridin-3-yl]methanone ClC1=CC=C(C=C1)[C@]1(CC[C@H]2N(CCN(C2)C(=O)C=2C=NC=C(C2Cl)C2=NNC=C2)C1)O